NC(C(NC(C(NC(C(NCOCC(=O)O)=O)C)=O)C)=O)C 13-amino-7,10-dimethyl-6,9,12-trioxo-3-oxa-5,8,11-triazatetradecanoic acid